N-(3-(5-(2-((2,2-dioxido-2-thiaspiro[3.3]heptan-6-yl)amino)pyrimidin-4-yl)-2-(3-methyl-3,8-diazabicyclo[3.2.1]octan-8-yl)thiazol-4-yl)-2-fluoro-phenyl)acetamide O=S1(CC2(C1)CC(C2)NC2=NC=CC(=N2)C2=C(N=C(S2)N2C1CN(CC2CC1)C)C=1C(=C(C=CC1)NC(C)=O)F)=O